FC(C(=O)O)(F)F.ClC1=C(C=CC=C1)C=1N=C(SC1)C=1C(=NC=C(C1)N1CC2(C1)CNC2)C(=O)N (4-(2-chlorophenyl)thiazol-2-yl)-5-(2,6-diazaspiro[3.3]heptan-2-yl)picolinamide 2,2,2-trifluoroacetic acid salt